(1S,2R)-2-((S)-5-Chloro-8-((5-(difluoromethyl)-1-methyl-1H-1,2,3-triazol-4-yl)methoxy)-1-((2-oxopyrrolidin-1-yl)methyl)-1,2,3,4-tetrahydroisochinolin-2-carbonyl)cyclohexan ClC1=C2CCN([C@@H](C2=C(C=C1)OCC=1N=NN(C1C(F)F)C)CN1C(CCC1)=O)C(=O)C1CCCCC1